C(C1=CC=CC=C1)OC1=CC=C(C=C1)C=1NC2=NC=NC(=C2N1)N1CCNCC1 8-(4-(benzyloxy)phenyl)-6-(piperazin-1-yl)-9H-purine